O=S1(CCN(CCC1C1=CC=CC=C1)C(=O)OC(C)(C)C)=O tert-butyl 1,1-dioxo-7-phenyl-1,4-thiazepane-4-carboxylate